C(C)S(=O)(=O)N1SC2=C(C1)C=CC=C2 2-(ethylsulfonyl)benzothiazoleN